NC1=CC(N(N=C1C1=C(C=CC=C1)C(F)(F)F)C[C@@H](C)O)=O (R)-5-amino-2-(2-hydroxypropyl)-6-(2-(trifluoromethyl)phenyl)pyridazin-3(2H)-one